C(C)(C)(C)N(C(O)=O)[C@H]1CO[C@@H](CC1)C(NC1(CC1)C1=CC=C(C=C1)Cl)=O.C(CCCCC)(=O)NCC(=O)O caproyl-glycine tert-butyl-((3R,6S)-6-((1-(4-chlorophenyl)cyclopropyl)carbamoyl)tetrahydro-2H-pyran-3-yl)carbamate